(S)-4-methyl-N-(4-morpholinophenyl)-2-(3-(phenylsulfonyl)propanamido)pentanamide 5-methyl-2-azabicyclo[3.1.0]hexane-2-carboxylate CC12CCN(C2C1)C(=O)O.CC(C[C@@H](C(=O)NC1=CC=C(C=C1)N1CCOCC1)NC(CCS(=O)(=O)C1=CC=CC=C1)=O)C